C(C)(C)(C)OC(=O)N1C[C@H]([C@H](C1)F)NC(C1=C(N=CC(=C1)C1=CC(=C2C(=NC=NN21)N)CN2CCC2)OC)=O.CC=2C=C(C=CC2N)C=2C=NC=CC2 3-(3-methyl-4-aminophenyl)pyridine tert-butyl-(3R,4S)-3-(5-(4-amino-5-(azetidin-1-ylmethyl)pyrrolo[2,1-f][1,2,4]triazin-7-yl)-2-methoxynicotinamido)-4-fluoropyrrolidine-1-carboxylate